C1C(CCC1)C(C)=O (cyclopentan-2-yl)ethanone